C1(=CCCC=CCCC=CCC1)C=O cyclododeca-1,5,9-trien-1-carbaldehyde